tert-butyl N-[(3R)-1-[(3-methyl-1H-indol-5-yl)sulfonyl]pyrrolidin-3-yl]carbamate CC1=CNC2=CC=C(C=C12)S(=O)(=O)N1C[C@@H](CC1)NC(OC(C)(C)C)=O